tert-Butyl (2R,5S)-4-(6-chloro-1-(4-methoxybenzyl)-2-oxo-1,2-dihydropyrido[3,2-d]pyrimidin-4-yl)-2-ethyl-5-methylpiperazine-1-carboxylate ClC=1C=CC=2N(C(N=C(C2N1)N1C[C@H](N(C[C@@H]1C)C(=O)OC(C)(C)C)CC)=O)CC1=CC=C(C=C1)OC